FC=1C=C(OCCC2CCC23CCN(CC3)C(=O)OC(C)C)C=CC1CC(N1CC(C1)CNC[C@@H]([C@H]([C@@H]([C@@H](CO)O)O)O)O)=O isopropyl 3-[2-[3-fluoro-4-[2-oxo-2-[3-[[[(2S,3R,4R,5R)-2,3,4,5,6-pentahydroxyhexyl]amino]methyl]-azetidin-1-yl]ethyl]phenoxy]ethyl]-7-azaspiro[3.5]nonane-7-carboxylate